strontium thioglycolate C(CS)(=O)[O-].[Sr+2].C(CS)(=O)[O-]